[1,6]naphthyridin-5(1H)-one N1C=CC=C2C(N=CC=C12)=O